9-(4-hydroxybicyclo[2.2.1]heptan-1-yl)-7-methyl-2-((7-methyl-2,3-dihydrobenzo[b][1,4]dioxin-6-yl)amino)-7,9-dihydro-8H-purin-8-one OC12CCC(CC1)(C2)N2C1=NC(=NC=C1N(C2=O)C)NC2=CC1=C(OCCO1)C=C2C